5-ACETYL-3-METHYL-1H-INDOLE-2-CARBOXYLIC ACID C(C)(=O)C=1C=C2C(=C(NC2=CC1)C(=O)O)C